3-((2,6-Dioxopiperidin-3-ylamino)phenyl)piperazine-1-carboxylic acid tert-butyl ester C(C)(C)(C)OC(=O)N1CC(NCC1)C1=C(C=CC=C1)NC1C(NC(CC1)=O)=O